Cl.NCCNC(=O)C=1C=C2C(=C(C(NC2=CN1)=O)C#N)N1CCC(CC1)(C)OC N-(2-aminoethyl)-3-cyano-4-(4-methoxy-4-methylpiperidin-1-yl)-2-oxo-1,2-dihydro-1,7-naphthyridine-6-carboxamide hydrochloride